(1S,3s)-3-(3-(6-(3-methyl-isoxazol-5-yl)pyrrolo[1,2-b]pyridazin-4-yl)-3,8-diazabicyclo[3.2.1]octan-8-yl)cyclobutane-1-carbonitrile CC1=NOC(=C1)C=1C=C2N(N=CC=C2N2C[C@@H]3CCC(C2)N3C3CC(C3)C#N)C1